1-tert-butyl-3-(4-ethanesulfonamidophenyl)-5-[(quinolin-2-yl)amino]-1H-pyrazole-4-carboxamide C(C)(C)(C)N1N=C(C(=C1NC1=NC2=CC=CC=C2C=C1)C(=O)N)C1=CC=C(C=C1)NS(=O)(=O)CC